CN1CC(C1)NC1=C(C=NC=C1)NCC=1C=C2N=CC=NC2=CC1 N4-(1-Methylazetidin-3-yl)-N3-(quinoxalin-6-ylmethyl)pyridine-3,4-diamine